N1N=NC=2N=C(N=CC21)C=2C=CC(=C(C(=O)NC1=CC=C(C=C1)CO[C@H](C(F)(F)F)C1=CC=CC=C1)C2)F (S)-5-(1H-[1,2,3]triazolo[4,5-d]pyrimidin-5-yl)-2-fluoro-N-(4-((2,2,2-trifluoro-1-phenylethoxy)methyl)phenyl)benzamide